NC1=CC=C(OC(=O)OC2=CC=C(C=C2)N)C=C1 bis(4-aminophenoxy) ketone